FC1=C(C(=CC(=C1)CCO)F)C=1C=C2C(=CN1)N(N=C2C=2C=NN(C2)C)C(=O)OC(C)(C)C tert-Butyl 5-(2,6-difluoro-4-(2-hydroxyethyl)phenyl)-3-(1-methyl-1H-pyrazol-4-yl)-1H-pyrazolo[3,4-c]pyridine-1-carboxylate